C1(CC1)C[C@@H](C(=O)OCCC(F)(F)F)NC(C[C@H]1N(C(CC1)=O)CC1=C(C(=CC(=C1)F)F)F)=O 3,3,3-Trifluoropropyl (S)-3-cyclopropyl-2-(2-((S)-5-oxo-1-(2,3,5-trifluorobenzyl)pyrrolidin-2-yl)acetamido)propanoate